6-(4-((1H-indazol-5-yl)amino)pyrimidin-2-yl)-N-(5-chloropyridazin-4-yl)-1H-indole-2-carboxamide N1N=CC2=CC(=CC=C12)NC1=NC(=NC=C1)C1=CC=C2C=C(NC2=C1)C(=O)NC1=CN=NC=C1Cl